1-(1-(benzofuran-2-yl(1-(tert-butyl)-1H-tetrazol-5-yl)methyl)piperidin-4-yl)-1H-benzo[d]imidazol-2(3H)-one O1C(=CC2=C1C=CC=C2)C(N2CCC(CC2)N2C(NC1=C2C=CC=C1)=O)C1=NN=NN1C(C)(C)C